4-chloro-5-(dimethylamino)thiophene-2-carbaldehyde ClC=1C=C(SC1N(C)C)C=O